3-fluoro-4-(3-(oxetan-3-yl)-2,5-dioxo-4-(4-(trifluoromethyl)benzyl)-piperazin-1-yl)benzonitrile FC=1C=C(C#N)C=CC1N1C(C(N(C(C1)=O)CC1=CC=C(C=C1)C(F)(F)F)C1COC1)=O